8-Aminooctanoic acid 3-pentyloxy ester CCC(CC)OOC(CCCCCCCN)=O